[N+](=O)([O-])C1=CC=C(C=C1)N1CCS(CC1)(=O)=NC(OCC1=CC=CC=C1)=O Benzyl (4-(4-nitrophenyl)-1-oxido-1λ6-thiomorpholin-1-ylidene)carbamate